C(C1=CC=CC=C1)N1C=C(CC(C1)C)OS(=O)(=O)C(F)(F)F Trifluoro-methanesulfonic acid 1-benzyl-5-methyl-1,4,5,6-tetrahydro-pyridin-3-yl ester